BrC1=C(C=CC=C1)NC1=NC(=NC=C1C(=O)N)NC1=C(C=C2CCN(CC2=C1)C(=O)C1(CCC1)C)OC 4-[(2-bromophenyl)amino]-2-{[6-methoxy-2-(1-methylcyclobutane-1-carbonyl)-1,2,3,4-tetrahydroisoquinolin-7-yl]amino}pyrimidine-5-carboxamide